C(C)(=O)C=1C=C(C=2N(C1)C(=CN2)C(C)C)NC2CCN(CC2)C[C@@H]2CN(CCO2)C(=O)OC(C)(C)C tert-butyl (2R)-2-[[4-[(6-acetyl-3-isopropyl-imidazo[1,2-a]pyridin-8-yl)amino]-1-piperidyl]methyl]morpholine-4-carboxylate